1-(3,3,3-trifluoro-2-methylpropyl)piperazin FC(C(CN1CCNCC1)C)(F)F